(4-(1H-indol-3-yl)-5-(trifluoromethyl)pyrimidin-2-yl)-2-(1'-acryl-1',2',5',6'-tetrahydro-[2,3'-bipyridin]-5-yl)propanamide N1C=C(C2=CC=CC=C12)C1=NC(=NC=C1C(F)(F)F)C(C(=O)N)(C)C=1C=CC(=NC1)C=1CN(CCC1)C(=O)C=C